1-(cyclopropylmethyl)-6,7-dihydro-1H-imidazo[4,5-c]pyridine-5(4H)-carboxylic acid tert-butyl ester C(C)(C)(C)OC(=O)N1CC2=C(CC1)N(C=N2)CC2CC2